C(=C)C1NC2CN(C1CC2)C(=O)OC(C)(C)C tert-butyl 6-vinyl-2,5-diazabicyclo[2.2.2]octane-2-carboxylate